FC(C(CNC(=O)C=1C=C2C=C(C(=NC2=C(C1)OC)F)C)(O)C1=NC(=C(C(=C1)C(C)(C)O)F)C1=CC=C(C=C1)F)(F)O (+)-N-{3,3-difluoro-2-[5-fluoro-6-(4-fluorophenyl)-4-(2-hydroxypropan-2-yl)pyridin-2-yl]-2-hydroxyHydroxypropyl}-2-fluoro-8-methoxy-3-methylquinoline-6-carboxamide